tert-butyl N-[2-[but-3-enoyl-[(3-chlorophenyl) methyl]amino]ethyl]carbamate C(CC=C)(=O)N(CCNC(OC(C)(C)C)=O)CC1=CC(=CC=C1)Cl